1-(3-fluoro-2-naphthyl)-11H-pyrido[3,4-a]carbazole FC=1C(=CC2=CC=CC=C2C1)C1=NC=CC=2C1=C1NC3=CC=CC=C3C1=CC2